5-fluoro-8-(4-fluorophenyl)-9-(1-cyclopropyl-2,4-imidazolinedione-3-yl)-8,9-dihydro-2H-pyrido[4,3,2-de]phthalazine-3(7H)-one-7-carboxylic acid tert-butyl ester C(C)(C)(C)OC(=O)N1C(C(C2=NNC(C=3C=C(C=C1C23)F)=O)N2C(N(CC2=O)C2CC2)=O)C2=CC=C(C=C2)F